C(CCCCCCCC)(=O)N[C@@H](CC1=CNC2=CC=CC=C12)C(=O)O N-nonanoyl-tryptophan